CN(C1=CN=NN1CC(=O)O)C 2-(5-(dimethylamino)-1H-1,2,3-triazol-1-yl)acetic acid